CN(C(C(S(=O)(=O)C)=NOC(=O)NC)=O)C N,N-dimethyl-2-[[[(methylamino)carbonyl]oxy]imino]-2-(methylsulfonyl)acetamide